2-(3-(4-chloro-3-fluorophenyl)-5-ethyl-1H-1,2,4-triazol-1-yl)-N-(3,5-dichlorobenzyl)acetamide ClC1=C(C=C(C=C1)C1=NN(C(=N1)CC)CC(=O)NCC1=CC(=CC(=C1)Cl)Cl)F